N-[9-[(2R,6S)-6-[[bis(4-methoxyphenyl)-phenyl-methoxy]methyl]-3,5-dihydroxy-6-(tri-isopropylsilyloxymethyl)-1,4-dioxan-2-yl]purin-6-yl]benzamide COC1=CC=C(C=C1)C(OC[C@@]1(C(OC([C@@H](O1)N1C2=NC=NC(=C2N=C1)NC(C1=CC=CC=C1)=O)O)O)CO[Si](C(C)C)(C(C)C)C(C)C)(C1=CC=CC=C1)C1=CC=C(C=C1)OC